2-(7-(4-(pyrrolidin-1-yl)-3-(trifluoromethyl)benzyloxy)-1,2,3,4-tetrahydrocyclopenta[b]indol-3-yl)acetic acid N1(CCCC1)C1=C(C=C(COC2=CC=3C4=C(NC3C=C2)C(CC4)CC(=O)O)C=C1)C(F)(F)F